N-(5-((4-chlorobenzyl)oxy)-1,3,4-thiadiazol-2-yl)-3-(2-(difluoromethoxy)phenyl)isonicotinamide ClC1=CC=C(COC2=NN=C(S2)NC(C2=C(C=NC=C2)C2=C(C=CC=C2)OC(F)F)=O)C=C1